4-(((3S,4R)-4-(aminomethyl)-1-((4-chloro-2-cyanophenyl)sulfonyl)-4-hydroxypyrrolidin-3-yl)oxy)-2-fluorobenzonitrile, Hydrochloride Cl.NC[C@@]1([C@H](CN(C1)S(=O)(=O)C1=C(C=C(C=C1)Cl)C#N)OC1=CC(=C(C#N)C=C1)F)O